C(CCC(=O)O)(=O)O.N1=CN=C2NC=NC2=C1N1C[C@@H](CCC1)NC(C=C)=O (R)-N-(1-(9H-purin-6-yl)piperidin-3-yl)acrylamide succinate salt